N-(4-((4-([1,2,4]triazolo[4,3-c]pyrimidin-7-yloxy)-3-methylphenyl)amino)quinazolin-6-yl)acrylamide N=1N=CN2C=NC(=CC21)OC2=C(C=C(C=C2)NC2=NC=NC1=CC=C(C=C21)NC(C=C)=O)C